1-((2R,4S,5R)-4-((tert-butyldimethylsilyl)oxy)-5-(((tert-butyldimethylsilyl)oxy)methyl)tetrahydrofuran-2-yl)-4-(dimethylamino)pyrimidin-2(1H)-one [Si](C)(C)(C(C)(C)C)O[C@H]1C[C@@H](O[C@@H]1CO[Si](C)(C)C(C)(C)C)N1C(N=C(C=C1)N(C)C)=O